C1(CC1)C#CC=1N=NC(=CC1[C@@H]1[C@H](C1)C(F)(F)F)C=1C(=NC(=NC1)OC)OC (2-cyclopropylethynyl)-6-(2,4-dimethoxypyrimidin-5-yl)-4-[(1S,2S)-2-(trifluoromethyl)cyclopropyl]pyridazine